COC(=O)C1=C(C=CC=C1OC)B(O)O 2-METHOXYCARBONYL-3-METHOXYPHENYLBORONIC ACID